bis(2-hydroxyethoxy)-6,6'-bis(naphthalen-2-yl-ethynyl)-1,1'-binaphthyl OCCOC=1C(=C(C2=CC=C(C=C2C1)C#CC1=CC2=CC=CC=C2C=C1)C1=CC=CC2=CC(=CC=C12)C#CC1=CC2=CC=CC=C2C=C1)OCCO